((1-((6-chloropyridin-3-yl)amino)isoquinolin-6-yl)amino)(methyl)(oxetan-3-yl)-λ6-sulfanone ClC1=CC=C(C=N1)NC1=NC=CC2=CC(=CC=C12)NS(=O)(C1COC1)C